[Si+4].[Fe-4](C#N)(C#N)(C#N)(C#N)(C#N)C#N.[Cu+2] copper ferrocyanide silicon